C(C)(C)(C)OC(=O)N1C[C@H]([C@H](C1)C(=O)OCC)C=1C(=CSC1)C(=O)O 4-((3r,4r)-1-(tert-Butoxycarbonyl)-4-(ethoxycarbonyl)pyrrolidin-3-yl)thiophene-3-carboxylic acid